ClCCCN1C=CC2=CC=CC=C12 1-(3-chloropropyl)-1H-indole